titanium nickel-titanium [Ti].[Ni].[Ti]